N-(1-cyanocyclopropyl)-4-(1,4-dioxaspiro[4.5]decan-8-yl)-9H-pyrimido[4,5-b]indole-7-sulfonamide C(#N)C1(CC1)NS(=O)(=O)C1=CC=C2C3=C(NC2=C1)N=CN=C3C3CCC1(OCCO1)CC3